P(=O)(O)(O)OC[C@@H]1[C@H]([C@H](C(O1)N1C=NC(=C1N=CNC1[C@H](O)[C@H](O)[C@H](O1)COP(=O)(O)O)C(=O)N)O)O 1-(5-phosphoribosyl)-5-[(5-phosphoribosylamino)methyleneamino]imidazole-4-carboxamide